OC1CC(NC1)C(=O)O 4-HYDROXYPYRROLIDINE-2-CARBOXYLIC ACID